ClC=1C=CC2=C([C@H](C[C@H](O2)C(=O)NC23CC(C2)(C3)N3C=NC(=C3)C=3C=NC(=CC3)C(F)(F)F)O)C1 (2S,4S)-6-chloro-4-hydroxy-N-(3-{4-[6-(trifluoromethyl)pyridin-3-yl]-1H-imidazol-1-yl}bicyclo[1.1.1]pentan-1-yl)-3,4-dihydro-2H-1-benzopyran-2-carboxamide